2-(2,4-dimethoxybenzyl)-7-hydrazinoisoquinolin COC1=C(CN2CC3=CC(=CC=C3C=C2)NN)C=CC(=C1)OC